[(2R,3S,4R,5R)-5-[6-[(3-carbamoylphenyl)-methylamino]purin-9-yl]-3,4-dihydroxy-tetrahydrofuran-2-yl]-methoxymethylphosphonic acid C(N)(=O)C=1C=C(C=CC1)N(C1=C2N=CN(C2=NC=N1)[C@H]1[C@@H]([C@@H]([C@@H](O1)C(OC)P(O)(O)=O)O)O)C